ClC1=CC(=CC=C1)Cl M-dichlorobenzene